CC1=C(C=CC=C1)C=CC(=O)NC1=CC=C(C=C1)N1C2=C(NC(CC1=O)=O)C1=CC=CC=C1C=C2 5-[4-[3-(2-methylphenyl)acryloylamino]phenyl]-1H-naphtho[1,2-B][1,4]diazepine-2,4(3H,5h)-dione